2-chloro-N-(2,4-dimethoxybenzyl)-4-morpholinofuro[3,2-d]pyrimidine-6-carboxamide ClC=1N=C(C2=C(N1)C=C(O2)C(=O)NCC2=C(C=C(C=C2)OC)OC)N2CCOCC2